(R)-1-methyl-6-(2,3,6-trifluorophenyl)-6,7-dihydro-2H-pyrrolo[1,2-c]imidazole-3(5H)-thione CC1=C2N(C(N1)=S)C[C@H](C2)C2=C(C(=CC=C2F)F)F